C(C)(CC)OC1=CC=C2C(C=COC2=C1)=O 7-sec-butoxychromone